3-((ethylphenoxy) thiocarbonylamino-methyl)-3,5,5-trimethylcyclohexylthiocarbamate C(C)C1=C(OC(=S)NCC2(CC(CC(C2)(C)C)NC([O-])=S)C)C=CC=C1